BrC1=CC=C(C=C1)C[C@@H](C(=O)O)NC(=O)C=1SC(=CC1)C(C)(C)C (2S)-3-(4-bromophenyl)-2-[(5-tert-butylthiophene-2-carbonyl)amino]propionic acid